3-(2-benzoxazolyl)-7-(diethylamino)coumarin O1C(=NC2=C1C=CC=C2)C=2C(OC1=CC(=CC=C1C2)N(CC)CC)=O